6-((R)-1-hydroxy-2-((3aS,5S,6aR)-3a-hydroxy-5-phenoxyhexahydrocyclopenta[c]pyrrol-2(1H)-yl)ethyl)quinolin-2(1H)-one O[C@@H](CN1C[C@@H]2[C@](C1)(C[C@H](C2)OC2=CC=CC=C2)O)C=2C=C1C=CC(NC1=CC2)=O